4-(4-((1R,5S)-3,8-diazabicyclo[3.2.1]octan-3-yl)-8-fluoro-2-((E)-2-(1-methylpyrrolidin-2-yl)vinyl)-pyrido[4,3-d]pyrimidin-7-yl)-5-ethynyl-6-fluoro-naphthalen-2-ol [C@H]12CN(C[C@H](CC1)N2)C=2C1=C(N=C(N2)\C=C\C2N(CCC2)C)C(=C(N=C1)C1=CC(=CC2=CC=C(C(=C12)C#C)F)O)F